2-(6-{5-chloro-2-[(oxacyclohex-4-yl)amino]pyrimidin-4-yl}-1-oxo-2,3-dihydro-1H-isoindol-2-yl)-N-[(R)-1-((S)-piperidin-3-yl)ethyl]acetamide ClC=1C(=NC(=NC1)NC1CCOCC1)C1=CC=C2CN(C(C2=C1)=O)CC(=O)N[C@H](C)[C@@H]1CNCCC1